1,3,4,5-tetra-O-acetyl-2-(acetamido)-2-deoxy-1-deutero-6-O-methyl-D-glucitol C(C)(=O)OC([C@@H]([C@@H](OC(C)=O)[C@H](OC(C)=O)[C@H](OC(C)=O)COC)NC(C)=O)[2H]